5-[(3S)-5-fluoro-7-hydroxy-3-(4-methylpentyl)-1,2,3,4-tetrahydroisoquinolin-6-yl]-1λ6,2,5-thiadiazolidine-1,1,3-trione FC1=C2C[C@@H](NCC2=CC(=C1N1CC(NS1(=O)=O)=O)O)CCCC(C)C